FC=1C=C(C=C(C1)C)N1N=CC(=C1)CC(=O)OC(C)(C)C tert-butyl 2-[1-(3-fluoro-5-methylphenyl)pyrazol-4-yl]acetate